O=C1NC(CCC1N1C(C2=CC=CC(=C2C1)C#CCCCCN1CCN(CC1)C1=NC=C(C(=O)N2CCC(CC2)CCCCNC(\C=C\C=2C=NC=CC2)=O)C=C1)=O)=O (E)-N-(4-(1-(6-(4-(6-(2-(2,6-dioxopiperidin-3-yl)-1-oxoisoindolin-4-yl)hex-5-yn-1-yl)piperazin-1-yl)nicotinoyl)piperidin-4-yl)butyl)-3-(pyridin-3-yl)acrylamide